4-(5-cyclopropyl-1H-pyrazol-3-yl)-N2-methylquinazoline-2,4-diamine C1(CC1)C1=CC(=NN1)C1(NC(=NC2=CC=CC=C12)NC)N